C(=O)(OCC1C2=CC=CC=C2C2=CC=CC=C12)N(CC(=O)O)CCCCCCC(=O)OC(C)(C)C Fmoc-N-(tert-butoxycarbonylhexyl)-glycine